OC1=C(C=C2CCC(N(C2=C1)C)=O)C=1N=NC(=CC1)N(C1CC(NC(C1)(C)C)(C)C)C 7-Hydroxy-1-methyl-6-(6-(methyl(2,2,6,6-tetramethylpiperidin-4-yl)amino)pyridazin-3-yl)-3,4-dihydrochinolin-2(1H)-on